(S)-N-(8,9-Difluoro-6-oxo-1,4,5,6-tetrahydro-2H-pyrano[3,4-c]isoquinolin-1-yl)-N-methyl-[1,1'-biphenyl]-3-carboxamide FC=1C(=CC=2C3=C(NC(C2C1)=O)COC[C@H]3N(C(=O)C=3C=C(C=CC3)C3=CC=CC=C3)C)F